N1=CC2(C3=CC=CC=C13)CCC2 spiro[cyclobutane-1,3'-indole]